OP(O)OP(O)O.C1(=CC=CC=C1)C(C(C1=CC=CC=C1)(C1=CC=CC=C1)O)(OCCO)C1=CC=CC=C1 tetraphenyl-diethylene glycol diphosphite